3-((5-(1-(pyridin-3-ylmethyl)-1H-pyrazol-3-yl)-[1,1'-biphenyl]-3-yl)amino)propanoic acid N1=CC(=CC=C1)CN1N=C(C=C1)C=1C=C(C=C(C1)C1=CC=CC=C1)NCCC(=O)O